2-(dimethylamino)-N-(1-(3-isopropyl-2-(8-methoxy-[1,2,4]triazolo[1,5-a]pyridin-6-yl)-1H-pyrrolo[2,3-c]pyridin-5-yl)piperidin-4-yl)acetamide CN(CC(=O)NC1CCN(CC1)C=1C=C2C(=CN1)NC(=C2C(C)C)C=2C=C(C=1N(C2)N=CN1)OC)C